ethyl (S)-4-(N-(1-(tert-butoxycarbonyl)-3-(hydroxymethyl)pyrrolidin-3-yl)sulfamoyl)-3-fluoro-1-methyl-1H-pyrrole-2-carboxylate C(C)(C)(C)OC(=O)N1C[C@@](CC1)(CO)NS(=O)(=O)C=1C(=C(N(C1)C)C(=O)OCC)F